(3-cyano-4-(difluoromethoxy)phenyl)-N,N,4-trimethylthiazole-5-carboxamide C(#N)C=1C=C(C=CC1OC(F)F)C=1SC(=C(N1)C)C(=O)N(C)C